CON1C(=CC2=CC=C(C=C12)C(F)(F)F)C(=O)O methoxy-6-(trifluoromethyl)-1H-indole-2-carboxylic acid